sodium oxyfluoride vanadium sodium phosphate P(=O)([O-])([O-])[O-].[Na+].[V+5].O(F)F.[Na+]